COC1=CC=C(CN2C[C@H]([C@@H](C2)C)C=2NC(C3=C(N2)N(N=C3)C3CCOCC3)=O)C=C1 6-[(3S,4S)-1-(4-methoxybenzyl)-4-methylpyrrolidin-3-yl]-1-(tetrahydro-2H-pyran-4-yl)-1,5-dihydro-4H-pyrazolo[3,4-d]pyrimidin-4-one